ClC1=CC=CC=2C=3N(C(=NC12)NC=1C(N=CC=CC1)=O)N=C(N3)C=3C(=NN(C3)C)C (3R)-3-{[7-chloro-2-(1,3-dimethyl-1H-pyrazol-4-yl)[1,2,4]triazolo[1,5-c]quinazolin-5-yl]amino}azepin-2-one